BrC=1CC[C@H](N(C1)C(=O)OC(C)(C)C)CO tert-butyl (2S)-5-bromo-2-(hydroxymethyl)-3,4-dihydro-2H-pyridine-1-carboxylate